FC1=C(C(=O)OC)C=C(C(=C1)C)NC(=O)C1=CN=C(S1)C methyl 2-fluoro-4-methyl-5-(2-methylthiazole-5-carboxamido)benzoate